C(CO)(=O)[O-].[NH4+] Ammonium glycolat